C(C)(C)(C)OC(=O)N1C(CCC1)C(C)C propan-2-ylpyrrolidine-1-carboxylic acid tert-butyl ester